(1s,4s)-N-(3-Methoxy-4-methylphenyl)-4-(7-(3-methoxyazetidin-1-yl)-5-methyl-2-oxo-1,2-dihydroquinazolin-3(4H)-yl)cyclohexanecarboxamide COC=1C=C(C=CC1C)NC(=O)C1CCC(CC1)N1C(NC2=CC(=CC(=C2C1)C)N1CC(C1)OC)=O